COC(CC1CN(C1)C1=CC=C(C=C1)S(=O)(=O)C(F)F)=O 2-[1-[4-(Difluoromethylsulfonyl)phenyl]azetidin-3-yl]acetic acid methyl ester